ClC(C=1C=C(C(=O)O)C=C(C1)C(Cl)(Cl)Cl)(Cl)Cl 3,5-bis(trichloromethyl)benzoic acid